CC1(CCN(CC1)C=1OC2=C(C=C(C=C2C(C1)=O)C)C(C)O)C 2-(4,4-dimethyl-1-piperidyl)-8-(1-hydroxyethyl)-6-methyl-chromen-4-one